C(C)(C)(C)OC(=O)N1C=C(C2=CC=CC=C12)C=1C=2N(N=C(C1)Cl)N=CN2 3-(6-chloro-[1,2,4]triazolo[1,5-b]pyridazin-8-yl)-1H-indole-1-carboxylic acid tert-butyl ester